((2S,6R)-6-(6-(2-cyanopropoxy)-2-isobutyramido-9H-purin-9-yl)-4-tritylmorpholin-2-yl)methyl (S)-dimethylphosphoramidochloridate CN([P@@](OC[C@@H]1CN(C[C@@H](O1)N1C2=NC(=NC(=C2N=C1)OCC(C)C#N)NC(C(C)C)=O)C(C1=CC=CC=C1)(C1=CC=CC=C1)C1=CC=CC=C1)(=O)Cl)C